(S)-N-(chroman-4-yl)-2-(1-(2-hydroxy-ethyl)piperidin-4-yl)benzo[d]thiazole-6-carboxamide O1CC[C@@H](C2=CC=CC=C12)NC(=O)C1=CC2=C(N=C(S2)C2CCN(CC2)CCO)C=C1